3-(2-Chloropyrimidin-4-yl)-4,5,6,7-tetrahydropyrazolo[1,5-a]-pyridine ClC1=NC=CC(=N1)C=1C=NN2C1CCCC2